CN1[C@@H](CCC1)C(=O)O (S)-N-methyl-prolyl alcohol